[O].COCP(C1=CC=CC=C1)C1=CC=CC=C1 (methoxymethyl)diphenylphosphorus oxygen